C(C1=CC=CC=C1)(=O)OCCOC(C(C)C)SSC(C(C)C)OCCOC(C1=CC=CC=C1)=O ((disulfanediylbis(2-methylpropane-1,1-diyl))bis(oxy))bis(ethane-2,1-diyl) dibenzoate